1-(difluoromethyl)-4,5-dimethyl-4,5-dihydro-1H-[1,2,3]triazolo[4,5-c][1,7]naphthyridin-6-amine FC(N1N=NC=2C(N(C3=C(N=CC=C3C21)N)C)C)F